C(C)OC(CC=1C=CC=C2C(CCOC12)(C(=O)OCC1=CC=CC=C1)C)=O Benzyl 8-(2-ethoxy-2-oxoethyl)-4-methylchromane-4-carboxylate